C1(=CC=C(C=C1)C[N+]1(CCCC1)C)C[N+]1(CCCC1)C p-xylylene-bis((N-methyl)N-pyrrolidinium)